4-(10-acryloyl-11-(cyanomethyl)-4-fluoro-7-methyl-8-oxo-8,8a,9,10,11,12-hexahydro-7H-pyrazino[1',2':4,5]pyrazino[2,3-c][1,6]naphthyridin-3-yl)-5-chloronaphthalen-2-yl acrylate C(C=C)(=O)OC1=CC2=CC=CC(=C2C(=C1)C1=NC=C2C3=C(C=NC2=C1F)N(C(C1N3CC(N(C1)C(C=C)=O)CC#N)=O)C)Cl